C12(CCC(CC1)C2)N2CC1=CC(=C(C=C1C(=C2)C(C)C)N2N=C(N(C2=O)CC)CO)F 2-(Bicyclo[2.2.1]heptan-1-yl)-6-(4-ethyl-3-(hydroxymethyl)-5-oxo-4,5-dihydro-1H-1,2,4-triazol-1-yl)-7-fluoro-4-isopropylisoquinolin